3-chloro-5-fluoro-4-(5-chloro-2-(4-(trifluoromethyl)-1H-1,2,3-triazol-1-yl)phenyl)-pyridin ClC=1C=NC=C(C1C1=C(C=CC(=C1)Cl)N1N=NC(=C1)C(F)(F)F)F